7-(3-(3,5-dimethylpyridin-2-yl)-7,8-dihydro-1,6-naphthyridin-6(5H)-yl)-2-(methoxymethyl)-8-methyl-4H-pyrimido[1,2-b]pyridazin-4-one CC=1C(=NC=C(C1)C)C=1C=NC=2CCN(CC2C1)C=1C(=CC=2N(N1)C(C=C(N2)COC)=O)C